CC=1C(=C(C=C(C1)C)C(CC(=O)OC1=C2C(=CNC2=CC=C1)CCN(C)C)(C)C)OP(=O)(O)O 3-(2-(Dimethylamino)ethyl)-1H-indol-4-yl 3-(3,5-dimethyl-2-(phosphonooxy)phenyl)-3-methylbutanoate